C(N)(OC1=NC=CC(=C1C(C)(C)C)OC=1C(=NN(C1)C1CC1)C1=CCCCO1)=O (tert-butyl 4-((1-cyclopropyl-3-(3,4-dihydro-2H-pyran-6-yl)-1H-pyrazol-4-yl) oxy) pyridin-2-yl) carbamate